N-(3-bromo-2-methylphenyl)pyrido[3,4-b]Pyrazin-5-amine BrC=1C(=C(C=CC1)NC1=NC=CC=2C1=NC=CN2)C